ClC1=C(C(=CC=C1Cl)OC)[C@H]1C[C@H](N(CC1)C(=O)OC(C)(C)C)C(=O)OC 1-tert-butyl 2-methyl (2S,4R)-4-(2,3-dichloro-6-methoxyphenyl)piperidine-1,2-dicarboxylate